CC=1C=C(C=NC1C)NC(C(=O)N1[C@H](CC[C@@H](C1)C)C1=CC=C(C=C1)NS(=O)(=O)C)=O (5,6-dimethyl-3-pyridyl)-2-[(2R,5S)-2-[4-(methanesulfonamido)phenyl]-5-methyl-1-piperidyl]-2-oxo-acetamide